N-[(1S)-1-cyclopropyl-2,2,2-trifluoroethyl]-6-fluoro-4-oxo-7-(pyrrolidin-1-yl)-1-(2,4,6-tri-fluorophenyl)-1,4-dihydro-1,8-naphthyridine-3-carboxamide C1(CC1)[C@@H](C(F)(F)F)NC(=O)C1=CN(C2=NC(=C(C=C2C1=O)F)N1CCCC1)C1=C(C=C(C=C1F)F)F